FC(C=1C=C(C=C(C1)C(F)(F)F)C1=NN(C=N1)/C=C(/C(=O)O)\C=1C=NC=CC1)(F)F (E)-3-(3-(3,5-bis-(trifluoromethyl)-phenyl)-1H-1,2,4-triazol-1-yl)-2-(pyridin-3-yl)-acrylic acid